alpha-Cyano-4-fluoro-3-phenoxybenzyl-3-(2,2-dichlorovinyl)-2,2-dimethylcyclopropancarboxylat C(#N)C(C1=CC(=C(C=C1)F)OC1=CC=CC=C1)OC(=O)C1C(C1C=C(Cl)Cl)(C)C